[5-[[1-[2-(aminomethyl)-3,3-difluoro-allyl]-5-oxo-1,2,4-triazol-4-yl]methyl]-2-thienyl]-3-methyl-1,4-dihydroquinazolin-2-one trifluoroacetate FC(C(=O)O)(F)F.NCC(CN1N=CN(C1=O)CC1=CC=C(S1)N1C(N(CC2=CC=CC=C12)C)=O)=C(F)F